5-(2-azidopropan-2-yl)-8-chloroisoquinolin-3-amine N(=[N+]=[N-])C(C)(C)C1=C2C=C(N=CC2=C(C=C1)Cl)N